2-(4,4-dimethyl-1,4-azasilinan-1-yl)-4-((2-hydroxyethyl)sulfonamido)-N-(2-(3,3,3-trifluoropropoxy)pyrimidin-4-yl)benzamide C[Si]1(CCN(CC1)C1=C(C(=O)NC2=NC(=NC=C2)OCCC(F)(F)F)C=CC(=C1)NS(=O)(=O)CCO)C